FC1=CC(=NC=C1C1CCN(CC1)C)NC=1N=C(C2=C(N1)NC=C2)C2=CC=C(C(=O)NCC(F)(F)F)C=C2 4-(2-((4-Fluoro-5-(1-methylpiperidin-4-yl)pyridin-2-yl)amino)-7H-pyrrolo[2,3-d]pyrimidin-4-yl)-N-(2,2,2-trifluoroethyl)benzamide